C(C)(C)(C)N1CC=C(C=C1)NC(CC1=CC=CC=C1)=O N-tert.-Butyl-4-[(2-phenylacetyl)amino]pyridin